C(C)(=O)NC=1C=C(C(=O)NC2=CC(=NN2C)C2=CC=C(C=C2)NC(C2=C(C=CC=C2)Cl)=O)C=CC1 N-(4-(5-(3-acetamidobenzamido)-1-methyl-1H-pyrazol-3-yl)phenyl)-2-chlorobenzamide